N[C@@H]1[C@@H](OCC12CCN(CC2)C2=C(N=C1C(=N2)NN=C1C#CC1=NC=CC=N1)CO)C (6-((3S,4S)-4-amino-3-methyl-2-oxa-8-azaspiro[4.5]decan-8-yl)-3-(pyrimidin-2-ylethynyl)-1H-pyrazolo[3,4-b]pyrazin-5-yl)methanol